[2-isothiocyanato-2-[3-(trifluoromethoxy)phenyl]propyl]2,2-dimethylpropanoate N(=C=S)C(COC(C(C)(C)C)=O)(C)C1=CC(=CC=C1)OC(F)(F)F